COC(=O)C=1C=C2C=CN(C2=CC1)CC1=C(C=C(C=C1)F)OC(C)C 1-(4-fluoro-2-isopropoxybenzyl)-1H-indole-5-carboxylic acid methyl ester